NC1=CC(=NC(=C1)C(F)(F)F)C(C)NC1=NN=C(C2=CC=C(C=C12)Br)C N-(1-(4-amino-6-(trifluoromethyl)pyridin-2-yl)ethyl)-7-bromo-4-methylphthalazin-1-amine